BrC=1C=C(C2=C(C1)COC1=NC(=CC=C12)F)F 8-bromo-3,10-difluoro-6H-isochromeno[3,4-b]pyridine